2-methyl-3-(4-tert-pentylphenyl)propanal CC(C=O)CC1=CC=C(C=C1)C(C)(C)CC